BrC=1C=C(C(=O)N2CC(C[C@@H](C2)C2=CC(=NC=3N2N=CN3)C)(F)F)C=C(C1C)Br (5S)-1-(3,5-dibromo-4-methylbenzoyl)-3,3-difluoro-5-{5-methyl-[1,2,4]triazolo[1,5-a]pyrimidin-7-yl}piperidine